2-(1,3-benzoxazol-2-ylamino)-1-methyl-quinazolin-4(1H)-one O1C(=NC2=C1C=CC=C2)NC=2N(C1=CC=CC=C1C(N2)=O)C